C1(CCC1)CN[C@H]1CN(CCC1)C1=CC(N(C=C1)C(C)N1N=NC(=C1)C=1C=NC=C(C1)OCC)=O 4-((R)-3-((cyclobutylmethyl)amino)piperidin-1-yl)-1-(1-(4-(5-ethoxypyridin-3-yl)-1H-1,2,3-triazol-1-yl)ethyl)pyridin-2(1H)-one